C(C)OC1=NC2=C(N1CCNC(=O)C1CC1)C=C(C=C2)OC N-(2-(2-ethoxy-6-methoxy-1H-benzimidazol-1-yl)ethyl)cyclopropanecarboxamide